BrC=1C(=C(C=CC1)NC(=O)C1=NC=C(C=C1)CN1C[C@@H](CC1)O)C N-(3-bromo-2-methyl-phenyl)-5-[[(3R)-3-hydroxypyrrolidin-1-yl]methyl]pyridine-2-carboxamide